C(#N)C=1C(=CC(=NC1SCS(=O)C1CCC1)C=1C=NC=2CCN(CC2C1)C(=O)OC(C)(C)C)C1=CC=NN1C tert-butyl 3-(5-cyano-6-(((cyclobutylsulfinyl)methyl)thio)-4-(1-methyl-1H-pyrazol-5-yl)pyridin-2-yl)-7,8-dihydro-1,6-naphthyridine-6(5H)-carboxylate